(2-((3-cyanobenzyl)oxy)-4-((1-(2,3-dihydrobenzo[b][1,4]dioxin-6-yl)-2-oxo-1,2-dihydropyridin-3-yl)methoxy)-5-methylbenzyl)-L-serine C(#N)C=1C=C(COC2=C(CN[C@@H](CO)C(=O)O)C=C(C(=C2)OCC=2C(N(C=CC2)C2=CC3=C(OCCO3)C=C2)=O)C)C=CC1